1-aminophenanthrene NC1=CC=CC=2C3=CC=CC=C3C=CC12